C(C1=CC=CC=C1)N1C2C(CC1)CN(C2)C2CC1(CN(C1)C(=O)C=1C=CC(=C(C1)O)C)C2 5-(6-{1-benzyl-octahydropyrrolo[3,4-b]pyrrol-5-yl}-2-azaspiro[3.3]heptane-2-carbonyl)-2-methylphenol